4-chloro-6-(3-nitrostyryl)-1,3,5-triazin ClC1=NC=NC(=N1)C=CC1=CC(=CC=C1)[N+](=O)[O-]